Nα-((tert-butoxycarbonyl)-L-valyl)-1-methyl-D-tryptophan C(C)(C)(C)OC(=O)N[C@@H](C(C)C)C(=O)N[C@H](CC1=CN(C2=CC=CC=C12)C)C(=O)O